2-(1H-imidazol-4-yl)-6-methylpyridine N1C=NC(=C1)C1=NC(=CC=C1)C